C(N)(=O)C1=CC(=C(C=C1)NC(=O)[C@@H]1[C@H]([C@]2([C@H](N1)CC(C)(C)C)CNC1=CC(=CC=C12)Cl)C1=C(C(=CC=C1)Cl)F)OC (2'R,3R,4'R,5'S)-N-(4-carbamoyl-2-methoxyphenyl)-6-chloro-4'-(3-chloro-2-fluorophenyl)-2'-neopentylspiro[indoline-3,3'-pyrrolidine]-5'-carboxamide